1,9-dihydroxynonane OCCCCCCCCCO